CN1N=CC(=C1C(=O)[O-])/N=C(\C)/N1[C@@H](COCC1)C (R,E)-1-methyl-4-((1-(3-methylmorpholino)ethylidene)amino)-1H-pyrazole-5-carboxylate